(1S,3S)-3-((6-(5-(((6-(tert-butyl)pyrimidin-4-yl)amino)methyl)-1-methyl-1H-1,2,3-triazol-4-yl)-2-methylpyridin-3-yl)oxy)cyclohexanecarboxylic acid C(C)(C)(C)C1=CC(=NC=N1)NCC1=C(N=NN1C)C1=CC=C(C(=N1)C)O[C@@H]1C[C@H](CCC1)C(=O)O